methyl 10-(6-nitroindolin-1-yl)-10-oxodecanoate [N+](=O)([O-])C1=CC=C2CCN(C2=C1)C(CCCCCCCCC(=O)OC)=O